Methyl 4-bromo-2-(1-(tert-butoxycarbonyl) azetidin-3-yl)-2H-indazole-6-carboxylate BrC=1C2=CN(N=C2C=C(C1)C(=O)OC)C1CN(C1)C(=O)OC(C)(C)C